ClC=1C(=NC(=NC1)N1C[C@H]([C@@H](CC1)NC1=CC=C2C(=NN(C2=C1)C)C1C(NC(CC1)=O)=O)C)NC1=CC=C2C(=NN(C2=C1)CCC(C)(C)O)C 3-(6-(((3R,4R)-1-(5-chloro-4-((1-(3-hydroxy-3-methylbutyl)-3-methyl-1H-indazol-6-yl)amino)pyrimidin-2-yl)-3-methylpiperidin-4-yl)amino)-1-methyl-1H-indazol-3-yl)piperidine-2,6-dione